CC1(N(C(CCC1)(C)C)[SiH2][SiH3])C 2,2,6,6-tetramethylpiperidinodisilane